tert-Butyl (2S,4S)-4-hydroxy-2-methylpyrrolidine-1-carboxylate O[C@H]1C[C@@H](N(C1)C(=O)OC(C)(C)C)C